trans-1-(3-chlorophenethyl)-2-methyl-4-((4-(methylsulfonyl)phenoxy)methyl)pyrrolidine ClC=1C=C(CCN2[C@H](C[C@@H](C2)COC2=CC=C(C=C2)S(=O)(=O)C)C)C=CC1